ClC=1N=CC2=C(C=CC(=C2C1)C(=C)C)N1[C@@H]([C@H](C1)CS(=O)(=O)C)C 3-chloro-8-[(2R,3S)-3-(methylsulfonylmethyl)-2-methylazetidin-1-yl]5-isopropenylisoquinoline